O1C(=CC=C1)C=1N(C2=NC(=NC(=C2N1)NC)C#CCCCC)[C@@H]1SC[C@H]([C@H]1O)O (2R,3R,4S)-2-(8-(furan-2-yl)-2-(hex-1-yn-1-yl)-6-(methylamino)-9H-purin-9-yl)tetrahydrothiophene-3,4-diol